FC=1C(NC=CC1)=O 3-fluoropyridin-2(1H)-one